4-methyl-N-((2R)-3-methyl-1-(9-methyl-7-phenyl-3,9-diazaspiro[5.5]undecan-3-yl)-1-oxobutan-2-yl)picolinamide CC1=CC(=NC=C1)C(=O)N[C@@H](C(=O)N1CCC2(CC1)C(CN(CC2)C)C2=CC=CC=C2)C(C)C